N1=CNC2=NC=CC(=C21)C=2C=NN(C2)C2=CC=C(C=N2)C(CCS(=O)(=O)N)C(F)(F)F 3-(6-(4-(3H-imidazo[4,5-b]pyridin-7-yl)-1H-pyrazol-1-yl)pyridin-3-yl)-4,4,4-trifluorobutane-1-sulfonamide